C(C)(C)OC(=O)C=1C=NC=NC1 pyrimidine-5-carboxylic acid isopropyl ester